ethyl-9,10-bis(naphthalen-2-yl)anthracene C(C)C1=CC=CC2=C(C3=CC=CC=C3C(=C12)C1=CC2=CC=CC=C2C=C1)C1=CC2=CC=CC=C2C=C1